FC1(CN(CC1)C1=NC=CC(=C1NC(=O)N1CCC2(CN(C2)C(CC(C)(C)C)=O)CC1)C1=C(C=CC=C1)F)F N-[2-(3,3-difluoropyrrolidin-1-yl)-4-(2-fluoro-phenyl)-3-pyridyl]-2-(3,3-dimethylbutanoyl)-2,7-diazaspiro[3.5]nonane-7-carboxamide